CC1=C(N=NC(=C1C)N[C@H]1CN(CCC1)C)C1=C(C=C(C=C1)C(F)(F)F)O (R)-2-(4,5-dimethyl-6-((1-methylpiperidin-3-yl)amino)pyridazin-3-yl)-5-(trifluoromethyl)phenol